C(#N)C1=CC(=C(COC2=CC=CC(=N2)C2CCN(CC2)CC2=NC3=C(N2C)C=C(C=C3OCF)C(=O)O)C=C1)F 2-((4-(6-((4-Cyano-2-fluorobenzyl)oxy)pyridin-2-yl)piperidin-1-yl)methyl)-4-(fluoromethoxy)-1-methyl-1H-benzo[d]imidazole-6-carboxylic acid